FC1(CN(CCC1O)C(=O)C1=CC2=C(C=N1)C(=NN2CC(F)(F)F)NC2=NC=C(C=C2)F)F (3,3-Difluoro-4-hydroxy-piperidin-1-yl)-[3-(5-fluoro-pyridin-2-ylamino)-1-(2,2,2-trifluoro-ethyl)-1H-pyrazolo[4,3-c]pyridin-6-yl]-methanone